5-amino-2-nitrobenzamide NC=1C=CC(=C(C(=O)N)C1)[N+](=O)[O-]